C1(CC2C(CC1)O2)CC[Si](O[Si](O[Si](C)(C)CCC2CC1C(CC2)O1)(C)C)(C)C 1,5-bis[2-(3,4-epoxycyclohexyl)ethyl]-1,1,3,3,5,5-hexamethyltrisiloxane